(E)-2-(2,6-dioxopiperidin-3-yl)-5-(4-(4-(4-(1-(hydroxyimino)-2,3-dihydro-1H-inden-5-yl)-3-(pyridin-4-yl)-1H-pyrazol-1-yl)phenyl)piperazin-1-yl)-4-phenylisoindoline-1,3-dione O=C1NC(CCC1N1C(C2=CC=C(C(=C2C1=O)C1=CC=CC=C1)N1CCN(CC1)C1=CC=C(C=C1)N1N=C(C(=C1)C=1C=C2CC\C(\C2=CC1)=N/O)C1=CC=NC=C1)=O)=O